4-(tert-butyl)phenyl-tetrahydropyrrole tert-butyl-4-((2-amino-4-(8-methoxy-[1,2,4]triazolo[1,5-a]pyridin-6-yl)-5-methylphenyl)amino)piperidine-1-carboxylate C(C)(C)(C)OC(=O)N1CCC(CC1)NC1=C(C=C(C(=C1)C)C=1C=C(C=2N(C1)N=CN2)OC)N.C(C)(C)(C)C2=CC=C(C=C2)N2CCCC2